C(C)(C)OC1=C(C=[Ru-]Cl)C=CC=C1 (2-isopropoxybenzylidene)ruthenium (II) chloride